(3,4-dimethylbenzoyl)quinazolin-4(3H)-one CC=1C=C(C(=O)C2=NC3=CC=CC=C3C(N2)=O)C=CC1C